2-(4-(6-((4-cyano-2-fluorobenzyl)oxy)pyridin-2-yl)-2,5-difluorobenzyl)-1-((1S,2R)-2-methoxycyclobutyl)-1H-benzo[d]imidazole-6-carboxylic acid C(#N)C1=CC(=C(COC2=CC=CC(=N2)C2=CC(=C(CC3=NC4=C(N3[C@@H]3[C@@H](CC3)OC)C=C(C=C4)C(=O)O)C=C2F)F)C=C1)F